N-(5,7-Dimethyl-3-(5-(pyridin-3-yl)benzo[d]thiazol-2-yl)-4,5,6,7-tetrahydrothieno[2,3-c]pyridin-2-yl)-3-((2-methoxyethyl)amino)propanamide CC1CC2=C(C(N1)C)SC(=C2C=2SC1=C(N2)C=C(C=C1)C=1C=NC=CC1)NC(CCNCCOC)=O